CN(S(=O)(=O)C1=CC=C(C=C1)S(=O)(=O)NC1=C(C=CC=C1)N1[C@@H](C[C@@]2(CC(OC2)(C)C)CC1)C)C |r| rac-N1,N1-dimethyl-N4-(2-((5R,7R)-3,3,7-trimethyl-2-oxa-8-azaspiro[4.5]decan-8-yl)phenyl)benzene-1,4-disulfonamide